C1(CC1)CC(C(=O)[O-])N1C(C=C(C(=C1)CCN(C)C)C(F)(F)F)=O 3-cyclopropyl-2-(5-(2-(dimethylamino)ethyl)-2-oxo-4-(trifluoromethyl)pyridin-1(2H)-yl)propanoate